3-(cyclopropylmethyl)-4-methyl-4,5-dihydro-1H-1,2,4-triazol-5-one C1(CC1)CC1=NNC(N1C)=O